B(O)(O)O.C(CC)CC(O)(C)C(C)(C)O propyl-pinacol borate